C(C)(C)C1=C(C=CC=C1)[C@H]1N(CCN(C1)CCOC)C1CC2(C1)CCN(CC2)C2=CC=C(C(=O)N)C=C2 |o1:9| 4-(2-((R or S)-2-(2-isopropylphenyl)-4-(2-methoxyethyl)piperazin-1-yl)-7-azaspiro[3.5]nonan-7-yl)benzamide